methyl 3-bromo-5-(3-cyclopropylphenoxy)pyridine-4-carboxylate BrC=1C=NC=C(C1C(=O)OC)OC1=CC(=CC=C1)C1CC1